C(C1=CC=CC=C1)OC1=C(C(=C(C=C1)CC(=O)NCCC1=CC(=C(C=C1)OC)OC)CO)OC 2-(4-(benzyloxy)-2-(hydroxymethyl)-3-methoxyphenyl)-N-(3,4-dimethoxyphenethyl)acetamide